[4-(3-chloro-4-cyano-phenoxy)cyclohexyl]pyrimidine-2-carboxamide ClC=1C=C(OC2CCC(CC2)C2=NC(=NC=C2)C(=O)N)C=CC1C#N